ClC1=C(C=C(C=C1)Cl)C1=NC(=NC=C1)C(=O)NC1=C(C=C(C=C1C)OCCCO)C 4-(2,5-Dichlorophenyl)-N-(4-(3-hydroxypropoxy)-2,6-dimethylphenyl)pyrimidine-2-carboxamide